4-(3-aminocyclohexyl)-5,6-difluoro-2,3-dimethyl-1H-indole-7-carboxamide hydrochloride Cl.NC1CC(CCC1)C1=C2C(=C(NC2=C(C(=C1F)F)C(=O)N)C)C